2-(5-(2-ethylphenyl)-1H-benzo[d]imidazol-2-yl)ethan-1-amine dihydrochloride Cl.Cl.C(C)C1=C(C=CC=C1)C1=CC2=C(NC(=N2)CCN)C=C1